C1(CCCCCCC1)N(C(OC1=NSN=C1N1CCOCC1)=O)C 4-Morpholino-1,2,5-thiadiazol-3-yl cyclooctyl(methyl)carbamate